FC(C1=CC=CC(=N1)C=1OC2=C(C=C(C=C2C(C1C)=O)C)C(C)NC=1C(=NC=CC1)C(=O)O)F 3-[1-[2-[6-(Difluoromethyl)-2-pyridyl]-3,6-dimethyl-4-oxo-chromen-8-yl]ethylamino]pyridine-2-carboxylic acid